C1[C@@H]([C@H](O[C@H]1N2C=NC3=C(NC(=O)N=C32)N)COP(=O)([O-])OP(=O)([O-])OP(=O)(O)[O-])O The molecule is a 2'-deoxyribonucleoside triphosphate oxoanion that is the trianion of 2'-deoxy-2-hydroxyadenosine 5'-triphosphate, arising from deprotonation of three of the four triphosphate OH groups; major species at pH 7.3. It is a conjugate base of a 2-hydroxy-dATP. It is a conjugate acid of a 2-hydroxy-dATP(4-).